CC(C(=O)OC)(C)C1=CC=CC=C1 methyl α,α-dimethyl-phenylacetate